C(C)(C)(C)NS(=O)(=O)C1=CC=C(C=C1)NC([C@H](CC1CCN(CC1)C(=O)OCC1=CC=CC=C1)NC(C1=CC=C(C=C1)F)=O)=O benzyl (S)-4-(3-((4-(N-(tert-butyl)sulfamoyl) phenyl)amino)-2-(4-fluorobenzamido)-3-oxopropyl)piperidine-1-carboxylate